3-bromo-1,1'-biphenyl-2,4,5,6-d4 BrC1=C(C(=C(C(=C1[2H])[2H])[2H])C1=CC=CC=C1)[2H]